dioctyltin bis(isooctylmercaptoacetate) C(CCCCC(C)C)SCC(=O)[O-].C(CCCCC(C)C)SCC(=O)[O-].C(CCCCCCC)[Sn+2]CCCCCCCC